ClC=1N=CC=2N(C=3N(C2N1)C1(CCOCCC1)CN3)C 2-chloro-5-methyl-5,7-dihydrospiro[imidazo[1,2-e]purin-8,4'-oxepane]